[Si](C1=CC=CC=C1)(C1=CC=CC=C1)(C(C)(C)C)OC[C@@]12CCCN2[C@@H](CC1)/C=C/C(=O)OCC (E)-ethyl 3-((3S,7aR)-7a-(((tert-butyldiphenylsilyl)oxy)methyl)hexahydro-1H-pyrrolizin-3-yl)acrylate